(3-(9H-carbazol-9-yl)phenyl)-5-(tert-butyl)-[1,1'-biphenyl]-2-amine C1=CC=CC=2C3=CC=CC=C3N(C12)C=1C=C(C=CC1)C1=C(C(=CC(=C1)C(C)(C)C)C1=CC=CC=C1)N